ClC=1C=C(C=2N(N1)C=CN2)N2CC(CC2)C2=CC=C(C=C2)OC 6-chloro-8-[3-(4-methoxyphenyl)pyrrolidin-1-yl]imidazo[1,2-b]pyridazine